COC(C1=NC=C(C=C1F)OC(F)(F)F)=O 3-fluoro-5-(trifluoromethoxy)picolinic acid methyl ester